6-Benzyl-3-methyl-1-((4-nitrophenyl)sulfonyl)-4-phenylpyridin-2(1H)-one C(C1=CC=CC=C1)C1=CC(=C(C(N1S(=O)(=O)C1=CC=C(C=C1)[N+](=O)[O-])=O)C)C1=CC=CC=C1